C(C)(=O)OCC1=NC(=CC(=N1)C1=NN(C2=CC=C(C=C12)O[C@@H](CCNC(=O)OCC1=CC=CC=C1)C)C1OCCCC1)Cl [4-[5-[(1R)-3-(benzyloxycarbonylamino)-1-methyl-propoxy]-1-tetrahydropyran-2-yl-indazol-3-yl]-6-chloro-pyrimidin-2-yl]methyl acetate